FC1=C(C=C(C(=C1)C)F)CC=1C=2N(C=C(N1)C1=NC=C(C(=N1)O)C(=O)OC)C=CN2 methyl 2-{8-[(2,5-difluoro-4-methylphenyl)methyl]imidazo[1,2-a]pyrazin-6-yl}-4-hydroxypyrimidine-5-carboxylate